NC1=CC(=C(C=C1)C(CCCC)O)C1=NN=NN1 1-(4-Amino-2-(1H-tetrazol-5-yl)phenyl)pentan-1-ol